N,N-diphenylethylamine C1(=CC=CC=C1)N(C1=CC=CC=C1)CC